(6-(Methylsulfonyl)-4,5,6,7-tetrahydro-1H-pyrazolo[3,4-c]pyridin-3-yl)(4-(2-(trifluoromethyl)phenyl)piperidin-1-yl)methanone oxetanyl-methanesulfonate O1C(CC1)CS(=O)(=O)O.CS(=O)(=O)N1CC2=C(CC1)C(=NN2)C(=O)N2CCC(CC2)C2=C(C=CC=C2)C(F)(F)F